ClC1=C2C(=NN(C2=C(C=C1)C=1C=C2C(=NC1[C@@H](CC1=CC(=CC(=C1)F)F)NC(OC(C)(C)C)=O)C=CN2C)C)NS(=O)(=O)C tert-butyl (R)-(1-(6-(4-chloro-1-methyl-3-(methylsulfonamido)-1H-indazol-7-yl)-1-methyl-1H-pyrrolo[3,2-b]pyridin-5-yl)-2-(3,5-difluorophenyl)ethyl)carbamate